O1CC=NC(C1)=O [1,4]Oxazin-5(2H)-one